C[C@@H]1N2N=CC(C3=NN(C=4C=CC(O[C@H](COCCOC1)C)=CC34)C3OCCCC3)=C2 (6S,13S)-6,13-dimethyl-19-(oxan-2-yl)-8,11,14-trioxa-4,5,19,20-tetraazatetracyclo[13.5.2.12,5.018,21]tricosa-1(20),2(23),3,15(22),16,18(21)-hexaene